NC1=C(C(=NN1C(C)C)C1=CC=C(C=C1)C(C(=O)NC1=CC(=NO1)CC1(CC1)C)C)C(=O)N 5-Amino-1-isopropyl-3-[4-[1-methyl-2-[[3-[(1-methylcyclopropyl)methyl]isoxazol-5-yl]amino]-2-oxo-ethyl]phenyl]pyrazole-4-carboxamide